(terphenylyl)dibenzoselenophen C1(=C(C=CC=C1)C1=CC=CC=2[Se]C3=C(C21)C=CC=C3)C=3C(=CC=CC3)C3=CC=CC=C3